OC=1C=C2CN(CC2=CC1OC)C(CCC(=O)OCC)=O ethyl 4-(5-hydroxy-6-methoxy-isoindolin-2-yl)-4-oxo-butanoate